CN(C(=O)NC1=CC(=CC=C1)C(F)(F)F)C1CCN(CC1)C=1N=CC(=NC1)CC(=O)N (5-(4-(1-methyl-3-(3-(trifluoromethyl)phenyl)ureido)piperidin-1-yl)pyrazin-2-yl)acetamide